CSCCCCC(=O)O 5-(METHYLSULFANYL)PENTANOIC ACID